amino-naphthylammonium N[NH2+]C1=CC=CC2=CC=CC=C12